(N-[4-Amino-5-[4-[2-[methyl(2-pyridyl)amino]-2-oxoethoxy]benzoyl]thiazol-2-yl]-4-fluoroanilino)propanamid NC=1N=C(SC1C(C1=CC=C(C=C1)OCC(=O)N(C1=NC=CC=C1)C)=O)N(C1=CC=C(C=C1)F)C(C(=O)N)C